OCC1(OC2=C(C(C1)=O)C=C(C=C2)C2=NC(=NO2)C=2C=NC=CC2)CO 2,2-bis(hydroxymethyl)-6-[3-(pyridin-3-yl)-1,2,4-oxadiazol-5-yl]-3,4-dihydro-2H-1-benzopyran-4-one